5-propynyloxyisophthalic acid C(#CC)OC=1C=C(C=C(C(=O)O)C1)C(=O)O